holmium oxysulfide O=S.[Ho]